Cyanohexanone CCCCC(=O)CC#N